ClC1=C(C=CC(=C1)Cl)C(CC)NCC=1C=NC=CC1 1-(2,4-dichlorophenyl)-N-(pyridin-3-ylmethyl)propan-1-amine